N-(2-fluoro-3-(trifluoromethyl)phenyl)-7-isopropoxy-2-(1-methyl-2-oxabicyclo[2.2.1]heptan-4-yl)imidazo[1,2-a]pyridine-6-carboxamide FC1=C(C=CC=C1C(F)(F)F)NC(=O)C=1C(=CC=2N(C1)C=C(N2)C21COC(CC2)(C1)C)OC(C)C